4,8-dimethyl-2-propan-2-ylidene-3,3a,4,5,6,8a-hexahydro-1H-azulen CC1C2CC(CC2C(=CCC1)C)=C(C)C